C(CC)(=O)N1CCC1 1-propanoylazetidin